CC1(OB(OC1(C)C)C=1C=C2C(=NN(C2=CC1)C(C1=CC=CC=C1)(C1=CC=CC=C1)C1=CC=CC=C1)NC(=O)[C@H]1CN(CC1)C(=O)OC(C)(C)C)C tert-Butyl (3R)-3-{[5-(4,4,5,5-tetramethyl-1,3,2-dioxaborolan-2-yl)-1-trityl-1H-indazol-3-yl]carbamoyl}-pyrrolidine-1-carboxylate